(4S,5S)-1-{(6-(2,4-difluorophenoxy)pyridine-3-yl)methyl}-4-hydroxy-5-methylpyrrolidine-2-one FC1=C(OC2=CC=C(C=N2)CN2C(C[C@@H]([C@@H]2C)O)=O)C=CC(=C1)F